C[C@]12[C@H]3CC[C@@]4([C@H](CC[C@H]4[C@@H]3CC=C2C[C@@H](CC1=O)O)[C@H](C)CCC1=NC=CC=C1C)C (3S,8S,9S,10R,13R,14S,17R)-10,13-dimethyl-17-((R)-4-(3-methylpyridin-2-yl)butan-2-yl)-2,3,4,7,8,9,10,11,12,13,14,15,16,17-tetradecahydro-1H-cyclopenta[a]phenanthren-3-olON